FC1(CCC2(CN(C2)C(=O)C2CC(C2)(C)O)CC1)C1=CC=CC=C1 (7-Fluoro-7-phenyl-2-azaspiro[3.5]nonan-2-yl)((1s,3s)-3-hydroxy-3-methylcyclobutyl)methanon